1-(4-chlorophenyl)-5-[(4-chloropyrazol-1-yl)methyl]-3-(trifluoromethyl)pyrazole ClC1=CC=C(C=C1)N1N=C(C=C1CN1N=CC(=C1)Cl)C(F)(F)F